FC(C1=C(C=CC(=C1)C(F)(F)F)[C@H](C)N1N=CC(=C1)NC(=O)C1=CN=C(O1)C1=NC=CC=C1)(F)F (S)-N-(1-(1-(2,4-bis(trifluoromethyl)phenyl)ethyl)-1H-pyrazol-4-yl)-2-(pyridin-2-yl)oxazole-5-carboxamide